2-(((7-fluoro-4-oxo-3,4-dihydroquinazolin-2-yl)methyl)(methyl)amino)-N-methylacetamide FC1=CC=C2C(NC(=NC2=C1)CN(CC(=O)NC)C)=O